4-[1-(4-fluorophenyl)-4-hydroxy-2-(4-hydroxy-4-methyl-cyclohexyl)indol-3-yl]Benzoic acid FC1=CC=C(C=C1)N1C(=C(C2=C(C=CC=C12)O)C1=CC=C(C(=O)O)C=C1)C1CCC(CC1)(C)O